Pyrazole-2-carboxamide N=1N(C=CC1)C(=O)N